C1(CCCCC1)NC1=C(C=C(C=C1)S(=O)(=O)NC)N1N=CC=N1 4-(Cyclohexylamino)-N-methyl-3-(2H-1,2,3-triazol-2-yl)benzenesulfonamide